C(C)(=O)OC1O[C@@H]([C@@H]([C@H]1OC(C)=O)F)C(C(F)(F)F)OC(C1=CC=CC=C1)=O (3S,4S,5R)-5-(1-(benzoyloxy)-2,2,2-trifluoroethyl)-4-fluorotetrahydrofuran-2,3-diyl diacetate